4-Chloro-7-methylthieno[3,2-c]pyridine-2-carboxylic acid ClC1=NC=C(C2=C1C=C(S2)C(=O)O)C